4-{2-[2-(azetidin-1-yl)-2-oxoethoxy]-4-fluorophenyl}-2-[6-(difluoromethoxy)pyridin-3-yl]-2,3-dihydro-1H-pyrrolo[3,4-c]pyridin-1-one N1(CCC1)C(COC1=C(C=CC(=C1)F)C1=NC=CC2=C1CN(C2=O)C=2C=NC(=CC2)OC(F)F)=O